5-methoxy-8-nitro-3,4-dihydro-2H-benzo[b][1,4]oxazine-7-carboxylic acid methyl ester COC(=O)C=1C=C(C2=C(OCCN2)C1[N+](=O)[O-])OC